C1(=CC(=CC=C1)C=1OC=CN1)C=1OC=CN1 2,2'-(1,3-phenylene)-bisoxazole